1-(cyclopropylamino)-1-oxo-4-(2-oxotetrahydropyrimidin-1(2H)-yl)butan-2-yl acetate C(C)(=O)OC(C(=O)NC1CC1)CCN1C(NCCC1)=O